2-(3-(methylamino)phenyl)-5-(pyridin-4-ylamino)isoindolin-1-one CNC=1C=C(C=CC1)N1C(C2=CC=C(C=C2C1)NC1=CC=NC=C1)=O